O=C1NN=C(C(N1)=O)C(=O)O 3,5-dioxo-4H-1,2,4-triazine-6-carboxylic acid